C(C)O[Si](C1C2C(NC(C1)C2)=O)(OCC)OCC 5-(triethoxysilyl)-2-azabicyclo[2.2.1]heptan-3-one